C1=CC(=C2C=CC=C3C4=CC=CC5=CC=CC(C1=C23)=C45)C#CC=4C(NC(N([C@H]5C[C@H](O)[C@@H](CO)O5)C4)=O)=O 5-(Perylen-3-yl)ethynyl-2'-deoxy-uridine